NC1=NN2C(C3=C4C(=CC=C3C(=C2C(=O)OC)OCC2=CC=CC=C2)OCCO4)=N1 methyl 2-amino-6-(benzyloxy)-10,11-dihydro-[1,4]dioxino[2,3-h][1,2,4]triazolo[5,1-a]isoquinoline-5-carboxylate